(R)-5-(4-((3-ethyl-2,4-dioxo-1,2,3,4-tetrahydroquinazolin-7-yl)methyl)-3-methylpiperazin-1-yl)-N-methylpicolinamide C(C)N1C(NC2=CC(=CC=C2C1=O)CN1[C@@H](CN(CC1)C=1C=CC(=NC1)C(=O)NC)C)=O